6-((1H-indazol-4-yl)methyl)-2-(2-hydroxyethyl)-4-methyl-4,6-dihydro-5H-thiazolo[5',4':4,5]pyrrolo[2,3-D]pyridazin-5-one N1N=CC2=C(C=CC=C12)CN1N=CC2=C(C1=O)N(C1=C2SC(=N1)CCO)C